3-(4-chlorobenzyl)-1-(6-(3-methylpyridin-4-yl)pyridazin-3-yl)pyrrolidin-2-one ClC1=CC=C(CC2C(N(CC2)C=2N=NC(=CC2)C2=C(C=NC=C2)C)=O)C=C1